C1(CCC1)C=1N=CC2=C(N1)NC=C2C=2C=C(C=1N(C2)C=CN1)F 2-cyclobutyl-5-(8-fluoroimidazo[1,2-a]pyridin-6-yl)-7H-pyrrolo[2,3-d]pyrimidine